Cl.C(C1=CC=CC=C1)OC1=CC=C(N)C=C1 4-(benzyloxy)aniline hydrochloride